C(C)(C)(C)OC(=O)C1=C(C=NN1C)C1=NC=C(C=C1F)O 4-(3-fluoro-5-hydroxypyridin-2-yl)-1-methyl-1H-pyrazole-5-carboxylic acid tert-butyl ester